6-(5-Butyl-[1,3,4]oxadiazol-2-yl)-2-(2,6-dichloro-phenyl)-1H-benzoimidazole C(CCC)C1=NN=C(O1)C=1C=CC2=C(NC(=N2)C2=C(C=CC=C2Cl)Cl)C1